2-aminoethyl-methanol NCCCO